NC(CC(=O)O)C(=O)NCCC1=CC=C(C=C1)F 3-Amino-4-[2-(4-fluorophenyl)ethylamino]-4-oxobutanoic acid